2-[[6-(1,3-benzothiazol-2-ylamino)-5-methyl-pyridazin-3-yl]-(2,3-dihydroxypropyl)amino]-5-[3-[4-[3-(dimethylamino)prop-1-ynyl]-2-fluoro-phenoxy]propyl]thiazole-4-carboxylic acid S1C(=NC2=C1C=CC=C2)NC2=C(C=C(N=N2)N(C=2SC(=C(N2)C(=O)O)CCCOC2=C(C=C(C=C2)C#CCN(C)C)F)CC(CO)O)C